N(=[N+]=[N-])CCOC(=O)NCCCC[C@H](N)C(=O)O N6-azidoethoxy-carbonyl-L-lysine